CC1=C(C=O)C(=CC(=C1)O)C 2,6-Dimethyl-4-hydroxybenzaldehyde